ClC1=C(C=CC(=C1)Cl)C(C(C)NC(=O)C=1C(=NN(C1)C)C(F)F)OC N-[2-(2,4-dichlorophenyl)-2-methoxy-1-methylethyl]-3-(difluoromethyl)-1-methyl-1H-pyrazole-4-carboxamide